ClC=1C=C(C=CC1F)[C@H](NC(=O)[C@H]1NC(NC1)=O)[C@H]1C=2C=CC=C(C2C1)Cl (S)-N-((R)-(3-chloro-4-fluoro-phenyl)((R)-2-chlorobicyclo[4.2.0]-oct-1(6),2,4-trien-7-yl)methyl)-2-oxoimidazolidine-4-carboxamide